C(C)C=1C=2C(N3C(NC2C=CC1)C(CC3)C)=O 8-ethyl-3-methyl-1,2,3,3a,4,9-hexahydropyrrolo[2,1-b]quinazolin-9-one